5-(3-bromophenyl)-3-(cyclopropylmethyl)-1H-pyrrole-2-carboxamide BrC=1C=C(C=CC1)C1=CC(=C(N1)C(=O)N)CC1CC1